C(#N)C=1C=CC(=NC1)N(CCC1OCC2(CN(C2)C(=O)OC(C)(C)C)CO1)CC1=C(C(=C(C=C1)F)F)F tert-butyl 7-(2-((5-cyanopyridin-2-yl)(2,3,4-trifluorobenzyl)amino)ethyl)-6,8-dioxa-2-azaspiro[3.5]nonane-2-carboxylate